3-(4-pyridinyl)guanidine N1=CC=C(C=C1)NC(N)=N